NC=1C(=NN(C1C#N)C1=CC=C(C(=O)NC2=NC=CC(=C2)C(F)(F)F)C=C1)C1CCCC1 4-(4-amino-5-cyano-3-cyclopentyl-1H-pyrazol-1-yl)-N-(4-(trifluoromethyl)pyridin-2-yl)benzamide